(4R,5R)-2-(8-phenoxyimidazo[1,2-a]pyridin-2-yl)-4,5-diphenyl-4,5-dihydro-oxazole O(C1=CC=CC=C1)C=1C=2N(C=CC1)C=C(N2)C=2O[C@@H]([C@H](N2)C2=CC=CC=C2)C2=CC=CC=C2